3-(tert-Butyl)-2-fluoro-6-(methoxymethoxy)benzoic acid C(C)(C)(C)C=1C(=C(C(=O)O)C(=CC1)OCOC)F